4-bromo-2,5-dichloro-N-((5-(2,6-dioxopiperidin-3-yl)-4-oxo-5,6-dihydro-4H-thieno[3,4-c]pyrrol-1-yl)methyl)thiophene-3-sulfonamide BrC=1C(=C(SC1Cl)Cl)S(=O)(=O)NCC=1SC=C2C1CN(C2=O)C2C(NC(CC2)=O)=O